ClC1=C(C(=O)NC=2C=C3C=C(N(C3=CC2)C(C)C)C(=O)NC2=CC=C(C=C2)C2CCCCC2)C=C(C=C1)CNC(C(C)C)=O 5-(2-chloro-5-(isobutyrylaminomethyl)benzoylamino)-N-(4-cyclohexylphenyl)-1-isopropyl-1H-indole-2-carboxamide